(R)-1,1-difluoro-1-(2-fluoro-3-(1-((2,2,3,6-tetramethyl-2,3-dihydro-1H-imidazo[4,5-g]quinazolin-8-yl)amino)ethyl)phenyl)-2-methylpropan-2-ol FC(C(C)(O)C)(C1=C(C(=CC=C1)[C@@H](C)NC1=NC(=NC=2C=C3C(=CC12)NC(N3C)(C)C)C)F)F